3-anisamide C(C1=CC(=CC=C1)OC)(=O)N